C1(=C(C=CC=C1)N=C=NC1CCCCC1)C N-tolyl-N'-cyclohexyl-carbodiimide